ethyl 2-mercaptooxazole-4-carboxylate SC=1OC=C(N1)C(=O)OCC